C1(CC1)CNC(=O)C1=NC=C(C=C1)N1CCN(CC1)CC=1C=NC=2C=C(C(NC2C1)=O)CC N-(cyclopropylmethyl)-5-(4-((7-ethyl-6-oxo-5,6-dihydro-1,5-naphthyridin-3-yl)methyl)piperazine-1-yl)pyridineamide